NC1=C(C(N(C2=CC(=CC=C12)OC(F)F)C1=C(C=C(C=C1)N)C)=O)C(=O)OC([2H])([2H])[2H] methyl-d3 4-amino-1-(2-methyl-4-aminophenyl)-7-(difluoromethoxy)-2-oxo-1,2-dihydroquinolin-3-carboxylate